1-[5-fluoro-6-(3-fluoro-4-oxo-cyclohexyl)-1-methyl-indazol-3-yl]hexahydropyrimidine-2,4-dione FC=1C=C2C(=NN(C2=CC1C1CC(C(CC1)=O)F)C)N1C(NC(CC1)=O)=O